CC1(CNCCC1)C(=O)O 3-METHYL-PIPERIDINE-3-CARBOXYLIC ACID